NC1=NN2C(C=CC(=C2)C=2C=C(C(=NC2)C)NC(=O)N2OCC[C@H]2C2=CC(=C(C=C2)F)Cl)=N1 (S)-N-(5-(2-amino-[1,2,4]triazolo[1,5-a]pyridin-6-yl)-2-methylpyridin-3-yl)-3-(3-chloro-4-fluorophenyl)isooxazolidine-2-carboxamide